FC1=C(N)C=CC(=C1C=1C=CC=2N(C1)C=NC2C2=NN(N=C2)C2OCCCC2)F 2,4-difluoro-3-[1-[2-(oxan-2-yl)-1,2,3-triazol-4-yl]imidazo[1,5-a]pyridin-6-yl]aniline